3-O-α-glucopyranosyl-L-rhamnose [C@H]1([C@H](O)[C@@H](O)[C@H](O)[C@H](O1)CO)O[C@@H]([C@H](C=O)O)[C@@H](O)[C@@H](O)C